2,4-dihydro-4-[(5-hydroxy-1,3-dimethyl-1H-pyrazol-4-yl)methylene]-2,5-dimethyl-3H-pyrazol-3-one OC1=C(C(=NN1C)C)C=C1C(N(N=C1C)C)=O